isopropyl-pyridazine-3,4-diamine C(C)(C)C=1C(=C(N=NC1)N)N